FC=1C=C2C(=CNC2=CC1F)NC(=O)C=1C=NC(=CC1)OC(F)(F)F N-(5,6-difluoro-1H-indol-3-yl)-6-(trifluoromethoxy)pyridine-3-carboxamide